N-[(6-Amino-2-pyridyl)sulfonyl]-5-(4-cyanophenyl)-2-(2,2,4-trimethylpyrrolidin-1-yl)pyridin-3-carboxamid NC1=CC=CC(=N1)S(=O)(=O)NC(=O)C=1C(=NC=C(C1)C1=CC=C(C=C1)C#N)N1C(CC(C1)C)(C)C